(E)-2,5-dimethoxy-3-(2-nitrobut-1-en-1-yl)-6-pentylpyrazine COC1=NC(=C(N=C1\C=C(/CC)\[N+](=O)[O-])OC)CCCCC